C1(=CC=CC=C1)N(C1=C(C=CC=C1C1=CC=CC=2C3=CC=CC=C3NC12)C1=CC=CC=C1)C1=C(C=CC=C1C1=CC=CC=2C3=CC=CC=C3NC12)C1=CC=CC=C1 (phenyl)bis(carbazolylbiphenylyl)amine